C(C)(C)(C)OC(=O)N1C[C@@H]([C@H](C1)OC)O (3S,4S)-3-hydroxy-4-methoxypyrrolidine-1-carboxylic acid tert-butyl ester